(4-((4-methoxybenzyl)oxy)-2-methylpyridin-3-yl)-6-methylpyrimidin-4-amine COC1=CC=C(COC2=C(C(=NC=C2)C)C2=NC(=CC(=N2)N)C)C=C1